O=C1NC(CCC1C1=C(C=C(C=C1F)N1CCC2(CN(C2)C(=O)OC(C)(C)C)CC1)F)=O tert-butyl 7-(4-(2,6-dioxopiperidin-3-yl)-3,5-difluorophenyl)-2,7-diazaspiro[3.5]nonane-2-carboxylate